ClC=1C=C(N=NC1)N1CCN(CC1)S(=O)(=O)C=1C=C2CCN(C2=CC1)C(=O)C1=C(C=CC=C1)N(S(=O)(=O)C)C N-(2-(5-((4-(5-chloropyridazin-3-yl)piperazin-1-yl)sulfonyl)indoline-1-carbonyl)phenyl)-N-methylmethanesulfonamide